C1(CC(=O)OC(C2=C(C3=C(OC(O3)C)C(=C2)OC)C)O1)=O dimethyl-((7-methoxybenzo[d][1,3]dioxol-5-yl) methylene) malonate